C(C1=CC=CC=C1)OC1=CC=C2CCCC3(CCC=4C(=NC(=NC4C3)OCC34CCCN4CCC3)N3[C@H](CN(CC3)C(C3=CC=CC=C3)(C3=CC=CC=C3)C3=CC=CC=C3)CC#N)C2=C1 2-((2S)-1-(7-(benzyloxy)-2'-((tetrahydro-1H-pyrrolizin-7a(5H)-yl)methoxy)-3,4,5',8'-tetrahydro-2H,6'H-spiro[naphthalene-1,7'-quinazolin]-4'-yl)-4-tritylpiperazin-2-yl)acetonitrile